6-(3-isopropyl-5-(1-isopropylpiperidin-3-yl)-1H-indol-2-yl)-8-methoxy-[1,2,4]triazolo[1,5-a]pyridine C(C)(C)C1=C(NC2=CC=C(C=C12)C1CN(CCC1)C(C)C)C=1C=C(C=2N(C1)N=CN2)OC